3-[4-amino-5-(trifluoromethyl)pyrrolo[2,1-f][1,2,4]triazin-7-yl]-N-[(3R,4S)-1-(2,2-difluorocyclopropanecarbonyl)-4-fluoropyrrolidin-3-yl]-6-ethyl-2-fluorobenzamide NC1=NC=NN2C1=C(C=C2C=2C(=C(C(=O)N[C@@H]1CN(C[C@@H]1F)C(=O)C1C(C1)(F)F)C(=CC2)CC)F)C(F)(F)F